(S)-(9-amino-4-ethyl-8-fluoro-4-hydroxy-3,14-dioxo-3,4,12,14-tetrahydro-1H-pyrano-[3',4':6,7]indolizino[1,2-b]-quinolin-11-yl)methyl methyl-carbamate CNC(OCC1=C2C(=NC=3C=C(C(=CC13)N)F)C1=CC3=C(C(N1C2)=O)COC([C@]3(O)CC)=O)=O